(S)-1-amino-2-(1-(tert-butoxycarbonyl)piperidin-2-yl)-4-(4-((4-(4-cyanophenyl)pyridin-2-yl)carbamoyl)phenyl)-1H-imidazole-5-carboxylic acid NN1C(=NC(=C1C(=O)O)C1=CC=C(C=C1)C(NC1=NC=CC(=C1)C1=CC=C(C=C1)C#N)=O)[C@H]1N(CCCC1)C(=O)OC(C)(C)C